COC(CC[C@H](N)C(=O)O)=O L-glutamic acid 5-methyl ester